[Al+3].C(CCCCCCCCCCCCCCCCCCC)(=O)[O-].C(CCCCCCCCCCCCCCCCCCC)(=O)[O-].C(CCCCCCCCCCCCCCCCCCC)(=O)[O-] eicosanoate aluminum